3-(2-{[(2-chloroethyl)carbamoyl]amino}-2-(2-methoxyphenyl)ethyl)-N-methoxybenzamide ClCCNC(=O)NC(CC=1C=C(C(=O)NOC)C=CC1)C1=C(C=CC=C1)OC